tert-butyl N-[(3R)-5-[(4-chlorophenyl)methyl]-8-fluoro-7-(5-methoxy-3-pyridyl)-1,1,4-trioxo-2,3-dihydro-1λ6,5-benzothiazepin-3-yl]carbamate ClC1=CC=C(C=C1)CN1C([C@H](CS(C2=C1C=C(C(=C2)F)C=2C=NC=C(C2)OC)(=O)=O)NC(OC(C)(C)C)=O)=O